C1=CC=C(C=C1)/C=C(/C(=O)C2=CC=CC=C2)\N=[N+]=[N-] alpha-azidochalcone